BrC1=C2C(=NC=C1)N(C=C2C(=O)OC)CC methyl 4-bromo-1-ethyl-pyrrolo[2,3-b]pyridine-3-carboxylate